ClC=1C=C(NC2(CCC3(N(CC4=CC(=CC=C34)F)C[C@H](COC3=CC=NC=4CCC[C@H](C34)C)C)CC2)C(=O)O)C=CC1 4-(3-Chloroanilino)-5'-fluoro-2'-[(2R)-2-methyl-3-{[(5R)-5-methyl-5,6,7,8-tetrahydroquinolin-4-yl]oxy}propyl]-2',3'-dihydrospiro[cyclohexane-1,1'-isoindole]-4-carboxylic acid